ClC1=CC=C(C(=O)N)C=C1 4-chloro-benzamide